ClC1=CC=C(C=C1)NC(=O)NC=1SC(=CC1)C1=C(C=CC=C1)OC 1-(4-Chlorophenyl)-3-[5-(2-methoxyphenyl)thiophen-2-yl]urea